BrCC1=CC(=C(C=C1CBr)CBr)CBr 1,3,4,6-tetrabromomethylbenzene